N(=[N+]=[N-])[C@@]1([C@H]([C@H]2[C@H](CN(C2)C([C@@H](NC(=O)OC(C)(C)C)C)=O)C1)CCCB1OC(C(O1)(C)C)(C)C)C(=O)OCC1=CC=CC=C1 benzyl (3aR,4S,5S,6aR)-5-azido-2-((tert-butoxycarbonyl)-L-alanyl)-4-(3-(4,4,5,5-tetramethyl-1,3,2-dioxaborolan-2-yl)propyl)octahydrocyclopenta[c]pyrrole-5-carboxylate